O[C@H]([C@@H]([C@H](N)C(=O)O)C)CO (2S,3R,4R)-4,5-dihydroxy-isoleucine